C[C@@H]1O[C@@H](CN(C1)C1CCN(CC1)C(=O)C1=CC=C(C2=C1CCO2)NC2=CC(=C1C(=N2)NC=C1C(F)(F)F)NCC)C (4-((2S,6R)-2,6-dimethylmorpholino)piperidin-1-yl)(7-((4-(ethylamino)-3-(trifluoromethyl)-1H-pyrrolo[2,3-b]pyridin-6-yl)amino)-2,3-dihydrobenzofuran-4-yl)methanone